(tert-butyl)-4-nitro-1H-pyrazole C(C)(C)(C)N1N=CC(=C1)[N+](=O)[O-]